N-[5-[(2-amino-3-fluoro-4-pyridinyl)methyl]-4-methyl-3-pyridinyl]-2-azaspiro[3.3]heptane-6-amine NC1=NC=CC(=C1F)CC=1C(=C(C=NC1)NC1CC2(CNC2)C1)C